1-(3,3-difluoro-4-((4-((3R,3'R)-3'-hydroxy-2,4-dihydro-1H-spiro[isoquinoline-3,4'-piperidin]-1'-ylcarbonyl)pyridin-2-yl)amino)piperidin-1-yl)ethanone FC1(CN(CCC1NC1=NC=CC(=C1)C(=O)N1C[C@H]([C@@]2(CC1)NCC1=CC=CC=C1C2)O)C(C)=O)F